vanadium-sodium oxide [O-2].[Na+].[V+5].[O-2].[O-2]